[O-]CCCC.[K+] Potassium Z-butoxide